1,3-dimethyl-1H-benzo[g]Indazol-5-ol CN1N=C(C2=CC(=C3C(=C12)C=CC=C3)O)C